((1-((6-bromohexyl)oxy)octyl)oxy)dimethyl-(octyl)silane BrCCCCCCOC(CCCCCCC)O[Si](CCCCCCCC)(C)C